1-cyclopropyl-N-(3-(N-(2-fluorophenyl)sulfamoyl)phenyl)-2,5-dimethyl-1H-pyrrole-3-carboxamide C1(CC1)N1C(=C(C=C1C)C(=O)NC1=CC(=CC=C1)S(NC1=C(C=CC=C1)F)(=O)=O)C